BrN1C(CCC1=O)=O N-bromo-succinimide